F[C@@H]1CC2=C(C=3CCCC3C(=C2C1)NC(=O)N[S@@](=O)(=NC(C1=CC=CC=C1)(C1=CC=CC=C1)C1=CC=CC=C1)C=1C=NN2C1OC[C@H](C2)OC)F (S,6S)-N-(((S)-2,8-difluoro-1,2,3,5,6,7-hexahydro-s-indacen-4-yl)carbamoyl)-6-methoxy-N'-trityl-6,7-dihydro-5H-pyrazolo[5,1-b][1,3]oxazine-3-sulfonimidamide